BrC=1C=C2C(=NC1C1=C(C=CC=C1)F)N(CS2)C(=O)C2CCCC2 [6-bromo-5-(2-fluoro-phenyl)[1,3]thiazolo[4,5-b]pyridin-3(2H)-yl](cyclopentyl)methanone